7-[[3-(4-methoxy-3-methyl-4-oxo-butyl)-1-methyl-2-oxo-benzoimidazol-5-yl]amino]pyrazolo[1,5-a]pyrimidine-5-carboxylic acid ethyl ester C(C)OC(=O)C1=NC=2N(C(=C1)NC1=CC3=C(N(C(N3CCC(C(=O)OC)C)=O)C)C=C1)N=CC2